3-deoxy-arabinoheptulose OCC(=O)C[C@@H](O)[C@H](O)[C@H](O)CO